methyl 3-(4-(azetidin-3-ylamino)phenoxy)-2-(2-(1,1-difluoroethyl)-4-fluorophenyl)benzo[b]thiophene-6-carboxylate N1CC(C1)NC1=CC=C(OC=2C3=C(SC2C2=C(C=C(C=C2)F)C(C)(F)F)C=C(C=C3)C(=O)OC)C=C1